COCC1=CC=CC(=N1)CCN 2-(6-(methoxymethyl)pyridin-2-yl)ethan-1-amine